tris-tert-butylphosphonium tetrafluoroborate F[B-](F)(F)F.C(C)(C)(C)[PH+](C(C)(C)C)C(C)(C)C